2-((2,3-dihydrobenzofuran-5-yl)amino)pyridin O1CCC2=C1C=CC(=C2)NC2=NC=CC=C2